O1[C@@H](CC1)CN1C=NC2=C1C=C(C=C2)C(=O)O 1-[(2S)-oxetan-2-ylmethyl]-1H-benzoimidazole-6-carboxylic acid